FC1(CCN(CC1)C1=C(C=CC=C1F)[C@@H](C)S(=O)(=O)C1=CC=C(C=C1)S(=O)(N(C)C)=N)F 4-(((R)-1-(2-(4,4-difluoropiperidin-1-yl)-3-fluorophenyl)ethyl)sulfonyl)-N,N-dimethylbenzenesulfonimidamide